C/C(/C(C)=O)=C\[C@H]1C(=CCCC1(C)C)C |r| (+-)-(E)-3-methyl-4-(2,6,6-trimethyl-2-cyclohexen-1-yl)-3-buten-2-one